C(#N)COC1=C(C=C(C=C1)/C=C/C(=O)NCCC1=CC=C(C=C1)O)O (E)-3-(4-(cyanomethoxy)-3-hydroxyphenyl)-N-(4-hydroxyphenethyl)acrylamide